5-((2-(2,6-dioxopiperidin-3-yl)-1-oxoisoindoline-4-yl)amino)pentanoic acid O=C1NC(CCC1N1C(C2=CC=CC(=C2C1)NCCCCC(=O)O)=O)=O